CC=1NC=2C(=NC=C(C2)C2=CNC=3N=C(N=CC32)CCC(F)(F)F)N1 2-methyl-6-(2-(3,3,3-trifluoropropyl)-7H-pyrrolo[2,3-d]pyrimidin-5-yl)-1H-imidazo[4,5-b]pyridine